CC1=CC=CC2=CC3=CC=CC=C3C(=C12)OC(=O)C1C(CC(=CC1)C)C(=O)O 1-methyl-9-[2-carboxy(4-methyl-4-cyclohexenyl)]carbonyloxyanthracene